CC(C#CC=CCNCC1=CC=CC2=CC=CC=C12)(C)C 6,6-dimethyl-N-(naphthalen-1-ylmethyl)hept-2-en-4-yn-1-amine